C(C)C=1C(=C2NC1C=C1C=C(C(=N1)C=C1C=CC(N1)=CC=1C=CC(N1)=C2)CC)[2H] 3,8-diethyl-deuteroporphyrin